2-methyl-1,8-octanedialdehyde CC(C=O)CCCCCC=O